FC1=CC=2C(C3=CC=CC=C3C2C(=C1)C=1C=NN(C1)C(C(=O)NNC1=CC=CC=C1)C)(C(F)(F)F)O 2-(4-(2-fluoro-9-hydroxy-9-(trifluoromethyl)-9H-fluoren-4-yl)-1H-pyrazol-1-yl)-N'-Phenylpropanehydrazide